5-(((1S,2R)-2-aminocyclohexyl)amino)-N-(3-(1-methyl-1H-1,2,4-triazol-3-yl)phenyl)pyrazolo[1,5-a]pyrimidine-3-carboxamide N[C@H]1[C@H](CCCC1)NC1=NC=2N(C=C1)N=CC2C(=O)NC2=CC(=CC=C2)C2=NN(C=N2)C